C(C)(C)(C)N1C(N(C2=C1C=CC=C2[C@H](C(=O)O)N([C@@H]2C[C@H](CC2)OCCCCC2=NC=1NCCCC1C=C2)C)C)=O (R)-2-(1-(tert-butyl)-3-methyl-2-oxo-2,3-dihydro-1H-benzo[d]imidazol-4-yl)-2-(methyl((1S,3S)-3-(4-(5,6,7,8-tetrahydro-1,8-naphthyridin-2-yl)butoxy)cyclopentyl)amino)acetic acid